praseodymium sulfate hydrate O.S(=O)(=O)([O-])[O-].[Pr+3].S(=O)(=O)([O-])[O-].S(=O)(=O)([O-])[O-].[Pr+3]